CN(C(C)=O)C N,N-dimethyl-Acetamide